5-((9-(6-amino-4-methyl-3-(trifluoromethyl)pyridin-2-yl)-8-chloro-5,6-dihydro-4H-[1,4]oxazepino[5,6,7-de]quinazolin-4-yl)methyl)pyridin-3-ol NC1=CC(=C(C(=N1)C=1C(=C2C=3C(=NC=NC3C1)N(CCO2)CC=2C=C(C=NC2)O)Cl)C(F)(F)F)C